3-(3-fluorophenoxy)cyclobutanol FC=1C=C(OC2CC(C2)O)C=CC1